(S)-2-(3-(cyclobutyl(methoxy)(4-methyl-4H-1,2,4-triazol-3-yl)methyl)phenyl)-6-(((1-methylcyclobutyl)amino)methyl)-4-(trifluoromethyl)isoindolin-1-one C1(CCC1)[C@](C=1C=C(C=CC1)N1C(C2=CC(=CC(=C2C1)C(F)(F)F)CNC1(CCC1)C)=O)(C1=NN=CN1C)OC